ClCC[C@@H](O)C1=CC=CC=C1 (1R)-3-chloro-1-phenylpropan-1-ol